n-propyldimethoxymethylsilane C(CC)[SiH2]C(OC)OC